7H-benzo[c]fluorene-5,9-diamine C1=CC=CC=2C(=CC=3CC=4C=C(C=CC4C3C21)N)N